FC=1C=C(CC=2C=C3C(=NNC3=CC2)NC(C2=C(C=C(C=C2)N2CCN(CC2)C(CCNC2=C3C(N(C(C3=CC=C2)=O)C2C(NC(CC2)=O)=O)=O)=O)NC2CCOCC2)=O)C=C(C1)F N-(5-(3,5-Difluorobenzyl)-1H-indazol-3-yl)-4-(4-(3-((2-(2,6-dioxopiperidin-3-yl)-1,3-dioxoisoindolin-4-yl)amino)propanoyl)piperazin-1-yl)-2-((tetrahydro-2H-pyran-4-yl)amino)benzamide